(2,3-bis(pentafluoroethyl)naphthyl)boron FC(C(F)(F)F)(C1=C(C2=CC=CC=C2C=C1C(C(F)(F)F)(F)F)[B])F